C(C)(C)(C)C1=CC2=C(C3=CC=CC=C3C(=C2C=C1)OC(C1=CC=CC=C1)=O)OC(C1=CC=CC=C1)=O 2-tert-butyl-9,10-bis(benzoyloxy)anthracene